6-methoxy-3,4-dihydro-2H-benzo[b][1,4]oxazin COC1=CC2=C(OCCN2)C=C1